OC=1C(C=CC2=C(C3=CC=C(C(=C3OC12)O)O)CCC(=O)O)=O 3-(4,5,6-Trihydroxyl-3-oxo-3H-xanthen-9-yl)propionic acid